3-(3-chloro-5-nitro-phenoxy)pyrrolidine-1-carboxylate ClC=1C=C(OC2CN(CC2)C(=O)[O-])C=C(C1)[N+](=O)[O-]